FC1=C(CC2=NC3=C(N2[C@@H]2COCC2(C)C)C=C(C=C3)C(=O)O)C=C(C(=C1)C1=NC(=CC=C1)OCC=1SC(=NN1)C)F (S)-2-(2,5-difluoro-4-(6-((5-methyl-1,3,4-thiadiazol-2-yl)methoxy)pyridin-2-yl)benzyl)-1-(4,4-dimethyltetrahydrofuran-3-yl)-1H-benzo[d]imidazole-6-carboxylic acid